FC=1C(=CC(=NC1)NC1=CC(=C(N=N1)C(=O)NC([2H])([2H])[2H])NC1=NC=CC=C1S(=O)(=O)C)C(C)(C)O 6-{[5-fluoro-4-(2-hydroxy-prop-2-yl)pyridin-2-yl]amino}-4-[(3-methanesulfonylpyridin-2-yl)amino]-N-(2H3)methylpyridazine-3-carboxamide